ClC=1C(=NN(C1C=1C=NC=C(C1)F)C1=C(C(=CC=C1)Cl)F)OC(C(=O)OC)OC Methyl {[4-chloro-1-(3-chloro-2-fluorophenyl)-5-(5-fluoropyridin-3-yl)-1H-pyrazol-3-yl]oxy}-(methoxy)acetate